C(CCCCCCC\C=C/C\C=C/CCCCC)(=O)[O-].[Na+] Sodium (9Z,12Z)-octadeca-9,12-dienoate